O(P([O-])(=O)OP(=O)([O-])[O-])CC=C(CCC=C(CCC=C(C)C)C)C 3,7,11-trimethyl-2,6,10-dodecatrien-1-yl pyrophosphate